C(C=1C(O)=CC=CC1)(=O)[O-].[NH4+].C(C)O.C(C)O diethanol ammonium salicylate